1-tetradecene-1-sulfonic acid sodium salt [Na+].C(=CCCCCCCCCCCCC)S(=O)(=O)[O-]